ClC1=C(C2=C(C(=N1)SC(C(=O)N)C1=CC=CC=C1)CCC2)C#N 2-((3-chloro-4-cyano-6,7-dihydro-5H-cyclopenta[c]pyridin-1-yl)thio)-2-phenylacetamide